4-methyl-N-(1-methyl-3-(trifluoromethyl)-1H-pyrazol-5-yl)benzamide CC1=CC=C(C(=O)NC2=CC(=NN2C)C(F)(F)F)C=C1